ClC1=C(C=NC(=C1)N1N=NC=C1)COC1=CC=CC(=N1)C1=CC(=C(CC2=NC3=C(N2[C@@H]2COCC2(C)C)C=C(C=C3)C(=O)OC)C=C1F)F Methyl (S)-2-(4-(6-((4-chloro-6-(1H-1,2,3-triazol-1-yl)pyridin-3-yl)methoxy)pyridin-2-yl)-2,5-difluorobenzyl)-1-(4,4-dimethyltetrahydrofuran-3-yl)-1H-benzo[d]imidazole-6-carboxylate